C(C)(C)(C)OC(=O)N1[C@@H](C=2N(CC1)N=CN2)C (8R)-8-methyl-6,8-dihydro-5H-[1,2,4]triazolo[1,5-a]pyrazine-7-carboxylic acid tert-butyl ester